(2S,4R)-N-(5'-bromospiro[cyclopropane-2,1'-indane]-1-yl)-1-[(2S)-2-(4-cyclopropyltriazol-1-yl)-3,3-dimethyl-butanoyl]-4-hydroxy-pyrrolidine-2-carboxamide BrC=1C=C2CCC3(C2=CC1)C(C3)NC(=O)[C@H]3N(C[C@@H](C3)O)C([C@H](C(C)(C)C)N3N=NC(=C3)C3CC3)=O